1,2,5-benzothiadiazepine S1N=CC=NC2=C1C=CC=C2